FC1(C[C@H](CC1)[C@H](C(=O)NC1=CC(=NO1)C(C)C)C1=CC=C(C=C1)C=1N=NN(N1)C)F (S)-2-((S)-3,3-Difluorocyclopentyl)-N-(3-isopropylisoxazol-5-yl)-2-(4-(2-methyl-2H-tetrazol-5-yl)phenyl)acetamide